(R)-9-(4-((1R,2S)-6-hydroxy-2-phenyl-1,2,3,4-tetrahydronaphthalen-1-yl)phenyl)-1-oxa-9-azaspiro[5.5]undecane-3-carbaldehyde OC=1C=C2CC[C@@H]([C@@H](C2=CC1)C1=CC=C(C=C1)N1CCC2(CC[C@H](CO2)C=O)CC1)C1=CC=CC=C1